(2R,3R,4S,5R,6R)-6-((1,8-dioxa-2-azaspiro[4.5]dec-2-en-3-yl)methyl)-4-(4-(4-chloro-2,3-difluorophenyl)-1H-1,2,3-triazol-1-yl)-2-(hydroxymethyl)-5-methoxytetrahydro-2H-pyran-3-ol O1N=C(CC12CCOCC2)C[C@@H]2[C@@H]([C@H]([C@H]([C@H](O2)CO)O)N2N=NC(=C2)C2=C(C(=C(C=C2)Cl)F)F)OC